3-(2-((5-methyl-2H-tetrazol-2-yl)methyl)-4-(trifluoromethyl)phenyl)propanoic acid ethyl ester C(C)OC(CCC1=C(C=C(C=C1)C(F)(F)F)CN1N=C(N=N1)C)=O